mono-octyl-citraconic acid C(CCCCCCC)/C(=C(/C(=O)O)\C)/C(=O)O